FC1(CC(C1)NS(=O)(=O)C1=CC(=CC=C1)C(=O)N1CC2(C3=CC(=CC=C13)NS(=O)(=O)CC)CCC1(CC2)CC1)F N-(3,3-difluorocyclobutyl)-3-(5''-(ethylsulfonamido)dispiro[cyclopropane-1,1'-cyclohexane-4',3''-indoline]-1''-carbonyl)benzenesulfonamide